C1(CCCCC1)[Si](NCC)(NCC)C cyclohexyl-methyl-bis(ethylamino)silane